(difluoromethyl)-9,9-dimethyl-N-(2-(trifluoromethyl)pyridin-4-yl)-8,9-dihydro-7H-cyclopenta[d]imidazo[1,2-b]pyridazine-7-carboxamide FC(F)C=1N=C2N(N=CC3=C2C(CC3C(=O)NC3=CC(=NC=C3)C(F)(F)F)(C)C)C1